C1(CCC1)OC1=CC=C2C(NN=C(C2=C1)CC=1C=CC(=C(C(=O)N2CC(C2)N(C=2C=NC=C(C#N)C2)C)C1)F)=O 5-((1-(5-((7-Cyclobutoxy-4-oxo-3,4-dihydrophthalazin-1-yl)methyl)-2-fluorobenzoyl)azetidin-3-yl)(methyl)amino)nicotinonitrile